NC1=NC=C(C2=C1C=NN2COCC[Si](C)(C)C)NC(C(N2C(CC[C@@H](C2)C)C2=CC=NC=C2)=O)=O N-[4-amino-1-(2-trimethylsilylethoxymethyl)pyrazolo[4,3-c]pyridin-7-yl]-2-oxo-2-[(5S)-5-methyl-2-(4-pyridyl)-1-piperidyl]acetamide